C(C)(C)(C)OC(=O)NC(C(=O)OC)=C1CN(C1)C(=O)OCC1=CC=CC=C1 benzyl 3-[1-(tert-butoxycarbonylamino)-2-methoxy-2-oxo-ethylidene]azetidine-1-carboxylate